Cl.ClC=1C(=CC(=C(C1)S(=O)(=O)NC=1N=CSC1)F)N([C@@H]1CNCC1)C (S)-5-chloro-2-fluoro-4-(methyl(pyrrolidin-3-yl)amino)-N-(thiazol-4-yl)benzenesulfonamide hydrochloride salt